ClC=1C=C2C(=NC(N3C2=C(C1C1=C(C=CC=C1O)F)OCC3)=O)N3CCN(CC3)C(=O)OCC3=CC=CC=C3 benzyl 4-(9-chloro-10-(2-fluoro-6-hydroxyphenyl)-5-oxo-3,5-dihydro-2H-[1,4]oxazino[2,3,4-ij]quinazolin-7-yl)piperazine-1-carboxylate